di(hydroxybenzyl)methoxyethoxysilane OC(C1=CC=CC=C1)[SiH](OCCOC)C(C1=CC=CC=C1)O